BrC1=CC2=C(CN(C2=O)CC2=CC(=C(C=C2)OC)OC)S1 2-bromo-5-(3,4-dimethoxybenzyl)-5,6-dihydro-4H-thieno[2,3-c]Pyrrole-4-one